Cl.FC1=C(C=CC=C1)C1=CC(=CN1S(=O)(=O)C1=CC(=CC=C1)C=1C=NN(C1)C)CNC 1-(5-(2-fluorophenyl)-1-((3-(1-methyl-1H-pyrazol-4-yl)phenyl)sulfonyl)-1H-pyrrol-3-yl)-N-methyl-methylamine hydrochloride